2-([[4-(trifluoromethanesulfonyloxy)cyclohex-3-en-1-yl]oxy]methyl)piperidine-1-carboxylate FC(S(=O)(=O)OC1=CCC(CC1)OCC1N(CCCC1)C(=O)[O-])(F)F